C1(=CCCCC1)C=1C=2N(N=C(C1)C=1C(NC(NC1)=O)=O)C=CN2 5-(8-(cyclohex-1-en-1-yl)imidazo[1,2-b]pyridazin-6-yl)pyrimidine-2,4(1h,3h)-dione